3-[1-[(1-fluorocyclopropyl)methyl]-3-(3-methylsulfonylazetidin-1-yl)pyrazolo[4,3-c]pyridin-6-yl]-1-tetrahydropyran-2-yl-pyrazol-4-amine FC1(CC1)CN1N=C(C=2C=NC(=CC21)C2=NN(C=C2N)C2OCCCC2)N2CC(C2)S(=O)(=O)C